p-methyl-α-methylstyrene CC1=CC=C(C=C1)C(=C)C